O=C1N([C@@H](CC1)C(F)(F)F)C(=O)OC(C)(C)C tert-Butyl (S)-2-oxo-5-(trifluoromethyl)pyrrolidine-1-carboxylate